C1CC12CN(CC2)CC=2C=C(C1=C(N=C(N1)C1=CC(=CC(=N1)NCC)C=1N(N=CC1C1=NN=CN1C)C)C2)C(F)(F)F 6-(6-{5-azaspiro[2.4]hept-5-ylmethyl}-4-(trifluoromethyl)-3H-1,3-benzodiazol-2-yl)-N-ethyl-4-[2-methyl-4-(4-methyl-1,2,4-triazol-3-yl)pyrazol-3-yl]pyridin-2-amine